N-(4-amino-2H-pyrazolo[4,3-c]pyridin-7-yl)-2-oxo-2-[rac-(5S)-5-methyl-2-(2-methyl-3,4-dihydro-1H-isoquinolin-7-yl)-1-piperidyl]acetamide NC1=NC=C(C=2C1=CNN2)NC(C(N2C(CC[C@@H](C2)C)C2=CC=C1CCN(CC1=C2)C)=O)=O |r|